N-methyl-2-azaindole-3-boronic acid pinacol ester CN1N=C(C2=CC=CC=C12)B1OC(C)(C)C(C)(C)O1